Cl.NC1CCN(CC1)C1=NC=C(C=N1)C=1C=CC=2N(C1)C(=C(N2)CC)N(C=2SC(=C(N2)C2=CC=C(C=C2)F)C#N)C 2-((6-(2-(4-aminopiperidin-1-yl)pyrimidin-5-yl)-2-ethylimidazo[1,2-a]pyridin-3-yl)(methyl)amino)-4-(4-fluorophenyl)thiazole-5-carbonitrile hydrochloride